FC1=CC(=CC2=C1CC1(CCN(CC1)C)O2)C2=CC[C@@H](CN2C(=O)OC(C)(C)C)C tert-butyl (S)-6-(4-fluoro-1'-methyl-3H-spiro[benzofuran-2,4'-piperidin]-6-yl)-3-methyl-3,4-dihydropyridine-1(2H)-carboxylate